methyl-N-{[4-(5-methyl-1,3-thiazol-4-yl)-2,5-dioxoimidazolidin-4-yl]methyl}-4'-(trifluoromethyl)[biphenyl]-2-carboxamide CC1=C(C(=CC=C1)C1=CC=C(C=C1)C(F)(F)F)C(=O)NCC1(NC(NC1=O)=O)C=1N=CSC1C